5-(1-methyl-1H-indazol-5-yl)-2-(3-{3-[(propan-2-yl)amino]pyrrolidin-1-yl}-1,2,4-triazin-6-yl)phenol CN1N=CC2=CC(=CC=C12)C=1C=CC(=C(C1)O)C1=CN=C(N=N1)N1CC(CC1)NC(C)C